C(C)C(CO)CCCCCCCCC 2-ethyl-1-undecanol